3-[4-[(3S)-3-(Aminomethyl)pyrrolidine-1-carbonyl]phenyl]-1-sulfamoyl-pyrrole-2-carboxylic acid NC[C@H]1CN(CC1)C(=O)C1=CC=C(C=C1)C1=C(N(C=C1)S(N)(=O)=O)C(=O)O